2-(2-aminoethyl)aminopropanesulfonic acid sodium salt [Na+].NCCNC(CS(=O)(=O)[O-])C